C(CCCCCCCCCCCCC)(=O)O[C@@H]1[C@H](C(O)O[C@@H]([C@H]1O)CO)N 3-O-myristoylglucosamine